cis-4-[(7S)-2-benzyl-6-(methoxycarbonyl)-7-methyl-3H,6H,7H,8H,9H-imidazo[4,5-f]chinolin-3-yl]cyclohexan C(C1=CC=CC=C1)C=1N(C=2C(=C3CC[C@@H](N(C3=CC2)C(=O)OC)C)N1)C1CCCCC1